1-(4-fluorobenzoyl)-1H-imidazole FC1=CC=C(C(=O)N2C=NC=C2)C=C1